3-Chloro-5-(tri-fluoromethyl)pyridin ClC=1C=NC=C(C1)C(F)(F)F